(3R)-4-[5-fluoro-2-(1-fluoro-3-methyl-6-{1-[(3R)-2-methyl-6-[(3R)-3-methylpiperazin-1-yl]hexan-3-yl]azetidin-3-yl}imidazo[1,5-a]pyridin-8-yl)benzoyl]-3-methylmorpholine FC=1C=CC(=C(C(=O)N2[C@@H](COCC2)C)C1)C=1C=2N(C=C(C1)C1CN(C1)[C@@H](C(C)C)CCCN1C[C@H](NCC1)C)C(=NC2F)C